methyl 2-((1-(7-methyl-4-oxo-2-(tetrahydro-2H-pyran-4-yl)-4H-pyrido[1,2-a]pyrimidin-9-yl)ethyl)amino)benzoate CC=1C=C(C=2N(C(C=C(N2)C2CCOCC2)=O)C1)C(C)NC1=C(C(=O)OC)C=CC=C1